2-cyclohexyl-6-(1,3-dioxolan-2-yl)pyridine C1(CCCCC1)C1=NC(=CC=C1)C1OCCO1